CC=1C(=NC=C(C1)NC(C(=O)N1[C@@H](CC[C@H](C1)C)C1=CC=C(C=C1)NC)=O)NC(OC(C)(C)C)=O tert-butyl (3-methyl-5-(2-((2S,5R)-5-methyl-2-(4-(methylamino)phenyl)piperidin-1-yl)-2-oxoacetamido)pyridin-2-yl)carbamate